CC=1C=C2CO[C@]3(O[C@@H]([C@H]([C@@H]([C@H]3O)O)O)C)C2=CC1CC1=CC=C(C=C1)OC (1S,3'R,4'S,5'S,6'R)-5,6'-Dimethyl-6-(4-methoxybenzyl)-3',4',5',6'-tetrahydro-3H-spiro[isobenzofuran-1,2'-pyran]-3',4',5'-triol